O=C1C(=CC2=CC=CC=3CCN1C32)C(=O)N[C@@H]3C[C@@H](CC3)OC |o1:16,18| 11-Oxo-N-[rel-(1S,3R)-3-methoxycyclopentyl]-1-azatricyclo[6.3.1.04,12]dodeca-4(12),5,7,9-tetraene-10-carboxamide